((1r,4r)-4-(5-bromo-2H-indazol-2-yl)cyclohexyl)methanol BrC1=CC2=CN(N=C2C=C1)C1CCC(CC1)CO